ClC1=C(C=CC(=C1)N1CC2(CCOC2)CC1)[C@H]1COCCCN1C1=NC(=NC(=C1)C)N 4-[(3S)-3-[2-chloro-4-(2-oxa-7-azaspiro[4.4]non-7-yl)phenyl]-1,4-oxazepan-4-yl]-6-methyl-pyrimidin-2-amine